CN1[C@@]2(C(C3=CC(=CC=C13)O)(C)C)OC1=C(C=C2)C=C(C=C1O)[N+](=O)[O-] |r| (+-)-1',3',3'-trimethyl-6-nitrospiro[benzopyran-2,2'-indoline]-5',8-diol